6,6'-selenobis(3-(1-(2-(4-(4-fluorophenyl)thiazol-2-yl)hydrazino)ethyl)-2H-benzopyran-2-one) [Se](C=1C=CC2=C(C=C(C(O2)=O)C(C)NNC=2SC=C(N2)C2=CC=C(C=C2)F)C1)C=1C=CC2=C(C=C(C(O2)=O)C(C)NNC=2SC=C(N2)C2=CC=C(C=C2)F)C1